C[C@]12CC3(CC(C[C@@](C1)(C3)C)C2)NC(NC2=C(C=C(CN3C[C@H](CCC3)C(=O)O)C=C2)F)=O (S)-1-(4-(3-((1r,3r,5s,7s)-3,5-dimethyladamantan-1-yl)ureido)-3-fluorobenzyl)piperidine-3-carboxylic acid